ONC(=O)OCC Hydroxylurethan